N-[(1S)-1-(dicyclopropylmethyl)-2-[[5-(2,5-dimethyl-1-oxido-pyridin-1-ium-3-yl)-6-fluoro-2-pyridyl]amino]-2-oxo-ethyl]-2-isopropyl-pyrazole-3-carboxamide C1(CC1)C([C@@H](C(=O)NC1=NC(=C(C=C1)C=1C(=[N+](C=C(C1)C)[O-])C)F)NC(=O)C=1N(N=CC1)C(C)C)C1CC1